OCCN1CC(C1)N1CCN(CC1)C(=O)OC(C)(C)C tert-butyl 4-[1-(2-hydroxyethyl)azetidin-3-yl]piperazine-1-carboxylate